NC=1C=CC2=CN(N=C2C1)C(C(=O)NC=1SC=CN1)C1=CC=CC=C1 2-(6-aminoindazol-2-yl)-2-phenyl-N-thiazol-2-yl-acetamide